FC1=C(C=CC(=C1)F)C1=C(C=C2C(=NC(N3C2=C1SC[C@@H](C3)OC)=O)N3[C@H](CNCC3)C)C(F)(F)F (3R)-11-(2,4-difluorophenyl)-3-methoxy-8-((S)-2-methylpiperazin-1-yl)-10-(trifluoromethyl)-3,4-dihydro-2H,6H-[1,4]thiazepino[2,3,4-ij]quinazolin-6-one